4-cyclopropyl-4-(pyridin-2-ylthio)heptanoic acid 2,5-dioxopyrrolidin-1-yl ester O=C1N(C(CC1)=O)OC(CCC(CCC)(SC1=NC=CC=C1)C1CC1)=O